Dipentyl-iron palladium [Pd].C(CCCC)[Fe]CCCCC